(4-(4,7-dioxaspiro[2.5]octan-5-ylmethoxy)phenyl)-2-oxo-6-(trifluoromethyl)-1,2-dihydropyridine-3-carboxamide C1CC12OC(COC2)COC2=CC=C(C=C2)N2C(C(=CC=C2C(F)(F)F)C(=O)N)=O